ClC=1C=C2C(=CC(=NC2=CC1)C(F)(F)F)N[C@@H]1C[C@@H](CCC1)NC(=O)C=1C(=NN(C1)CC(C)(C)O)C N-[(1R,3S)-3-{[6-chloro-2-(trifluoromethyl)quinolin-4-yl]amino}cyclohexyl]-1-(2-hydroxy-2-methylpropyl)-3-methyl-1H-pyrazole-4-carboxamide